isopropyl ((4-(4-(2,6-dichlorobenzamido)-1H-pyrazole-3-carboxamido)piperidin-1-yl)(phenoxy)phosphoryl)-L-alaninate ClC1=C(C(=O)NC=2C(=NNC2)C(=O)NC2CCN(CC2)P(=O)(OC2=CC=CC=C2)N[C@@H](C)C(=O)OC(C)C)C(=CC=C1)Cl